C(C)S(=O)(=O)[O-].C(CN)N.[K+] potassium ethylenediamine ethylsulfonic acid salt